2,2-Dimethyltetrahydropyran-4-one CC1(OCCC(C1)=O)C